N-(4-(aminomethyl)piperidin-1-yl)-5-chlorobenzofuran-2-carboxamide 2,2,2-trifluoroacetate salt FC(C(=O)O)(F)F.NCC1CCN(CC1)NC(=O)C=1OC2=C(C1)C=C(C=C2)Cl